O=C1NC(CCC1N1C(C2=CC(=C(C=C2C1=O)CN1CCC(CC1)C1=CC=C(C=C1)N1N=C2C(=CC=CC2=C1)C(=O)N)F)=O)=O 2-(4-(1-((2-(2,6-dioxopiperidin-3-yl)-6-fluoro-1,3-dioxoisoindoline-5-yl)methyl)piperidin-4-yl)phenyl)-2H-indazole-7-carboxamide